C1(=C(C(=CC2=CC=CC(=C12)C(=O)O)C(=O)O)C(=O)O)C(=O)O 1,2,3,8-naphthalenetetracarboxylic acid